methyl-tertiary butyldimethoxysilane C[Si](OC)(OC)C(C)(C)C